ClC1=C2CC(N=C(C2=CC=C1)C1=CN=C2N1C=CC=C2OC(F)F)(C)C 5-chloro-1-[8-(difluoromethoxy)imidazo[1,2-a]pyridin-3-yl]-3,3-dimethyl-4H-isoquinoline